ClC1=C(N(C2=CC=CC=C12)C)C1=CC(=CC=C1)OC 3-chloro-2-(3-methoxyphenyl)-1-methyl-1H-indole